C(C1CO1)OCCC[Si](O[Si](O[Si](C)(C)C)(C)C)(C)C 1-(3-glycidoxypropyl)-1,1,3,3,5,5,5-heptamethyltrisiloxane